COC=1C=C(C=CC1)CNC1=NC2=CC=CC=C2NC12CCCCC2 N-[(3-methoxyphenyl)methyl]spiro[4H-quinoxaline-3,1'-cyclohexane]-2-amine